OCCNC=1N=C(C(=NC1C1=CC=CC=2N(C=NC21)C)C(=O)N)NC2=CC=C(C=C2)N2CCOCC2 5-(2-Hydroxyethylamino)-6-(1-methylbenzimidazol-4-yl)-3-(4-morpholinoanilino)pyrazin-2-carboxamid